COC(=O)C=1C(=C(C=CC1I)C1=CC=CC=C1)Cl 2-chloro-4-iodo-[1,1'-biphenyl]-3-carboxylic acid methyl ester